perfluoro-tetraethoxysilane FC(C(F)(F)F)(O[Si](OC(C(F)(F)F)(F)F)(OC(C(F)(F)F)(F)F)OC(C(F)(F)F)(F)F)F